C(C1=CC=CC=C1)OC(NC1=NNC(=C1)[C@@H]1C[C@@H](CC1)OC(=O)N(N(C)C)C)=O.C1(=C(C(=C(C2=C(C3=CC=CC=C3C=C12)[2H])[2H])[2H])[2H])[2H] anthracene-d5 benzyl-N-{5-[(1S,3R)-3-[(N,N',N'-trimethylhydrazinecarbonyl)oxy]cyclopentyl]-1H-pyrazol-3-yl}carbamate